2-Mercaptoethyl ether bis(3-mercaptopropionate) SCCC(=O)O.SCCC(=O)O.SCCOCCS